ethyl 2-(3-(7-((2-hydroxyethyl)sulfonyl)-2,6,6-trimethyl-1-(2-methylhydrazineyl)-1-oxoheptan-2-yl)phenoxy)propanoate OCCS(=O)(=O)CC(CCCC(C(=O)NNC)(C)C=1C=C(OC(C(=O)OCC)C)C=CC1)(C)C